4-bromo-1-(4-chlorophenyl)-1H-pyrazole BrC=1C=NN(C1)C1=CC=C(C=C1)Cl